The molecule is the conjugate base of N-acetyl-L-histidine; major species at pH 7.3. It is a N-acyl-L-alpha-amino acid anion and a histidinate derivative. It is a conjugate base of a N-acetyl-L-histidine. CC(=O)N[C@@H](CC1=CN=CN1)C(=O)[O-]